C1(CCCCC1)C1(C=2C(=NC(=N1)NC1=C(C=C(C=C1)N1CCOCC1)OC)NNC2C=2N=NNC2)N 4-cyclohexyl-N6-(2-methoxy-4-morpholinophenyl)-3-(1H-1,2,3-triazol-4-yl)-1H-pyrazolo[3,4-d]pyrimidine-4,6-diamine